[(1R,2R,3R)-2-Hydroxy-3-(2,4,6-trimethyl-benzylsulfanyl)-cyclohexyl]-carbamic acid tert-butyl ester C(C)(C)(C)OC(N[C@H]1[C@H]([C@@H](CCC1)SCC1=C(C=C(C=C1C)C)C)O)=O